C1=NC(=CC=2CCCCC12)CO[C@@H]1[C@H]2CN([C@@H](C1)C2)C(=O)OC(C)(C)C |r| rac-tert-butyl (1R,4R,5S)-5-((5,6,7,8-tetrahydroisoquinolin-3-yl)methoxy)-2-azabicyclo[2.2.1]heptane-2-carboxylate